[N+](=O)([O-])C[C@H](C1=C(C=CC=C1)[N+](=O)[O-])[C@@H]1C(CCCC1)=O (R)-2-[(S)-2-Nitro-1-(2-nitrophenyl)ethyl]cyclohexanone